2-bromo-6-{3-[2-(trifluoromethyl)phenoxymethyl]piperidin-1-yl}pyrazine BrC1=NC(=CN=C1)N1CC(CCC1)COC1=C(C=CC=C1)C(F)(F)F